OC(C)(C)C=1C=C(C=CC1)O 3-(2-hydroxy-2-propyl)phenol